(R)-N-(cyclopropylmethyl)-1-(6-(3-(4-(6-cyclopropylpyrazin-2-yl)-1H-1,2,3-triazol-1-yl)oxetan-3-yl)pyridin-3-yl)piperidin-3-amine C1(CC1)CN[C@H]1CN(CCC1)C=1C=NC(=CC1)C1(COC1)N1N=NC(=C1)C1=NC(=CN=C1)C1CC1